OC1=C2C(C=C(OC2=CC(=C1)OC1=NC(=NC(=C1)NC1=CC=C(C=C1)Cl)C)C1=CC=CC=C1)=O 5-Hydroxy-2-phenyl-7-((6-(4-chlorophenylamino)-2-methylpyrimidin-4-yl)oxy)-4H-chromen-4-one